Ethyl (Z)-2-azido-3-[2-(4-pyridyl)thiazol-5-yl]prop-2-enoate N(=[N+]=[N-])\C(\C(=O)OCC)=C/C1=CN=C(S1)C1=CC=NC=C1